8-amino-N-hydroxy-1-methyl-4,5-dihydro-1H-pyrazolo[4,3-h]quinazoline-3-carboxamide NC1=NC=2C3=C(CCC2C=N1)C(=NN3C)C(=O)NO